CC1=CC=C(C=C1)S(=O)(=O)O[C@@H]1C[C@@H]2COC3=C(C(N2C1)=O)C(=C(C(=C3)C)F)OCC3(CC3)F (2R,11aR)-7-fluoro-6-((1-fluorocyclopropyl)methoxy)-8-methyl-5-oxo-2,3,11,11a-tetrahydro-1H,5H-benzo[f]Pyrrolo[2,1-c][1,4]oxazepin-2-yl 4-methylbenzenesulfonate